(3,6-difluoro-2-hydroxyphenyl)boronic acid FC=1C(=C(C(=CC1)F)B(O)O)O